N1=CC(=CC=C1)CC(=O)[O-] 2-(3-pyridyl)acetate